4-(7-amino-[1,2,4]triazolo[1,5-a]pyridin-5-yl)-2-fluoro-3-methylbenzonitrile hydrochloride Cl.NC1=CC=2N(C(=C1)C1=C(C(=C(C#N)C=C1)F)C)N=CN2